C(C)(C)OCCOC1=CC=C(C=N1)C=1N=C(NC(C1)=O)C=1C=C(CC(C(=O)N)CC)C=CC1C(F)(F)F (3-{4-[6-(2-Isopropoxyethoxy)pyridin-3-yl]-6-oxo-1,6-dihydropyrimidin-2-yl}-4-(trifluoromethyl)benzyl)butanamide